C(C)C(C[P]CC(CCCC)CC)CCCC bis(2-ethylhexyl)phosphorus